β-alanine-tert-butyl ester hydrochloride Cl.C(C)(C)(C)OC(CCN)=O